[PH2](N)=O.[PH2](N)=O bis-phosphinic amide